(S)-1-bromo-13,14-dimethyl-2,7,12-trioxo-9-thia-3,6,13-triazapentadecan-15-oate BrCC(NCCNC(CSCCC(N([C@H](C(=O)[O-])C)C)=O)=O)=O